C(CCCCC)C1=C(C=CC(=C1)C#N)C1=CC=CC=C1 hexyl-4-biphenyl-carbonitrile